NC1C(=C(C(=O)CC1(C)C)N)C diaminoisophorone